4-(2-(((R)-((S)-7-(4-((R and S)-hydroxy(thiazol-2-yl)methyl)phenyl)-2,3-dihydro-1H-pyrido[2,3-b][1,4]oxazin-3-yl)(phenyl)methyl)amino)ethyl)benzonitrile O[C@H](C1=CC=C(C=C1)C1=CC2=C(O[C@@H](CN2)[C@@H](C2=CC=CC=C2)NCCC2=CC=C(C#N)C=C2)N=C1)C=1SC=CN1 |&1:1|